NC1=NC=NN2C1=NC=C2C=2C=C(C=CC2C)S(=O)(=O)N(CC(F)(F)F)C 3-(4-aminoimidazo[2,1-f][1,2,4]triazin-7-yl)-N,4-dimethyl-N-(2,2,2-trifluoroethyl)benzenesulfonamide